6-methoxy-2-methyl-N-[3-methyl-1-(oxetan-3-yl)pyrazolo[3,4-d]pyrimidin-6-yl]-3,4-dihydro-1H-isoquinolin-7-amine COC=1C=C2CCN(CC2=CC1NC1=NC=C2C(=N1)N(N=C2C)C2COC2)C